FC=1C(=NC(=NC1)N[C@H]1[C@@H](COCC1)O)C1=CC=C2C(C(=C(N(C2=C1)C(C)C)CN1CCC(CC1)O)C)=O 7-(5-fluoro-2-(((3S,4R)-3-hydroxytetrahydro-2H-pyran-4-yl)amino)pyrimidin-4-yl)-2-((4-hydroxypiperidin-1-yl)methyl)-1-isopropyl-3-methylquinolin-4(1H)-one